COC1=C(CC=2C(=C(C=CC2)S(=O)(=O)N)N2N=CC(=C2)F)C=CC(=C1)OC (2,4-Dimethoxybenzyl)-2-(4-fluoro-1H-Pyrazol-1-yl)benzenesulfonamide